(3R)-3-amino-5-[(4-chlorophenyl)methyl]-7-[5-[3-(dimethylamino)-1,1-dimethyl-propyl]-1,3,4-oxadiazol-2-yl]-8-fluoro-1,1-dioxo-2,3-dihydro-1lambda6,5-benzothiazepin-4-one N[C@H]1CS(C2=C(N(C1=O)CC1=CC=C(C=C1)Cl)C=C(C(=C2)F)C=2OC(=NN2)C(CCN(C)C)(C)C)(=O)=O